ClC1=CC=C(C=C1)S(=O)(=O)NC(\C=C\CCCC)B1OC(CN(CC(O1)=O)C)=O (E)-4-chloro-N-(1-(6-methyl-4,8-dioxo-1,3,6,2-dioxazaborocan-2-yl)hept-2-en-1-yl)benzenesulfonamide